1-[6-chloro-5-(3,4-difluoroanilino)pyrazolo[3,4-b]pyridin-1-yl]-2,2-dimethyl-propan-1-one ClC1=C(C=C2C(=N1)N(N=C2)C(C(C)(C)C)=O)NC2=CC(=C(C=C2)F)F